COC=1C=C(C2=CC=CC=C2C1)C1CC(C(CC1)C(=O)OCC)=O ethyl 4-(3-methoxy-1-naphthyl)-2-oxo-cyclohexanecarboxylate